ClC=1C=C(C=CC1F)C(CC(=O)C1CC1)=O 1-(3-chloro-4-fluorophenyl)-3-cyclopropylpropane-1,3-dione